1-benzyl-1H-pyrazole-4-sulfonyl chloride C(C1=CC=CC=C1)N1N=CC(=C1)S(=O)(=O)Cl